methyl (S)-3-(5-bromo-2-fluorophenyl)-4-(7-((5,6,7,8-tetrahydro-1,8-naphthyridin-2-yl)methyl)-2,7-diazaspiro[3.5]nonan-2-yl)butanoate BrC=1C=CC(=C(C1)[C@H](CC(=O)OC)CN1CC2(C1)CCN(CC2)CC2=NC=1NCCCC1C=C2)F